OC=1C=CC2=C(SC(=C2)C(=O)OCC)C1 ethyl 6-hydroxybenzo[b]thiophene-2-carboxylate